[Ge](Cl)(Cl)(Cl)Cl germanic chloride